N[C@H](CC1=C(C=2N=C(N=C(C2S1)NCC=1SC=CC1F)Cl)C)CC 6-[(2S)-2-aminobutyl]-2-chloro-N-[(3-fluorothiophen-2-yl)methyl]-7-methylthieno[3,2-d]pyrimidin-4-amine